BrC1=NC=C(C=C1NC(=O)NC(C1=CC=CC=C1)=O)Cl N-((2-bromo-5-chloropyridin-3-yl)carbamoyl)benzamide